diacetic acid monosulfate S(=O)(=O)(O)O.C(C)(=O)O.C(C)(=O)O